tert-butyl-dimethyl(thiophen-3-ylmethoxy)silane tert-butyl-(1-(2-((2,2,2-trifluoroethyl)amino)pyrimidin-4-yl)cyclopropyl)carbamate C(C)(C)(C)N(C(O)=O)C1(CC1)C1=NC(=NC=C1)NCC(F)(F)F.C(C)(C)(C)[Si](OCC1=CSC=C1)(C)C